4-(4-((1R,5S)-3,8-diazabicyclo[3.2.1]octan-3-yl)-8-fluoro-2-((5-(3-fluoropropyl)-2-oxa-5-azabicyclo[2.2.1]heptan-6-yl)methoxy)pyrido[4,3-d]pyrimidin-7-yl)-5,6-difluoronaphthalen-2-ol [C@H]12CN(C[C@H](CC1)N2)C=2C1=C(N=C(N2)OCC2N(C3COC2C3)CCCF)C(=C(N=C1)C1=CC(=CC3=CC=C(C(=C13)F)F)O)F